N-(1-{4-[3-(propan-2-yl)-[1,2,4]triazolo[4,3-a]pyrazin-6-yl]benzenesulfonyl}piperidin-4-yl)-5-(trifluoromethoxy)pyridin-2-amine CC(C)C1=NN=C2N1C=C(N=C2)C2=CC=C(C=C2)S(=O)(=O)N2CCC(CC2)NC2=NC=C(C=C2)OC(F)(F)F